C(C1=CC=CC=C1)(C1=CC=CC=C1)C1=CC=C(N)C(=C1)F 4-benzhydryl-6-fluoroaniline